C(C)N([C@H](CC(C)C)C(=O)O)CC d-2-N,N-diethyl-L-leucine